N1(CCCC2=CC=CC=C12)C(=O)O 1,2,3,4-tetrahydroquinoline-1-carboxylic acid